BrC=1C=C(C=CC1)C1OC2=C(C1)C=C(C(=C2)F)Cl 2-(3-bromophenyl)-5-chloro-6-fluoro-2,3-dihydrobenzofuran